N,3,6-trimethylpyridinecarboxamide CNC(=O)C1=NC(=CC=C1C)C